CC1=CCC(CC1)C(C)(C)S 2-(4-methyl-1-cyclohex-3-enyl)propan-2-thiol